C1(=CC=CC=C1)C1C(C1)C=1C(=C(C(=O)O)C=CC1)N1C=CC=C1 3-(2-phenylcyclopropyl)-2-(1H-pyrrol-1-yl)benzoic acid